N1=C(C=CC=C1)CC1=NC2=C(C=CC=C2C=C1)N (pyridin-2-ylmethyl)quinolin-8-amine